BrC1=NN2C(C(CCC2)OC2=CC(=CC(=C2)F)Cl)=N1 2-bromo-8-(3-chloro-5-fluorophenoxy)-5,6,7,8-tetrahydro-[1,2,4]triazolo[1,5-a]pyridine